(1-Cyclopropyl-7-methoxy-1H-indazol-6-yl)carbamic acid tert-butyl ester C(C)(C)(C)OC(NC1=CC=C2C=NN(C2=C1OC)C1CC1)=O